C12(C=CC(C3=CC=CC=C13)=O)N=C1N(C=CC=C1)C2 4'h-spiro[imidazo[1,2-a]pyridine-2,1'-naphthalene]-4'-one